C(C)(C)(C)C1=NOC(=N1)C(=O)NCC1=C(C=C(C=C1)C1=C2C(=NC=C1)NC(=N2)C=2C(=NN(C2C)C(C)C)C)C(F)(F)F 3-(tert-Butyl)-N-(4-(2-(1-isopropyl-3,5-dimethyl-1H-pyrazol-4-yl)-3H-imidazo[4,5-b]pyridin-7-yl)-2-(trifluoromethyl)benzyl)-1,2,4-oxadiazole-5-carboxamide